C(C)OC(=O)C=1C=NC(=NC1)N[C@@H]1CC2=CC=C(C=C2C1)Cl (R)-2-((5-chloro-2,3-dihydro-1H-inden-2-yl)amino)pyrimidine-5-carboxylic acid ethyl ester